N-[3-(trifluoromethyl)phenyl]Thiazol-2-amine FC(C=1C=C(C=CC1)NC=1SC=CN1)(F)F